[Zn].C1(=CC=CC=C1)C=1C2=CC=C(N2)C(=C2C=CC(C(=C3C=CC(=C(C=4C=CC1N4)C4=CC=CC=C4)N3)C3=CC=CC=C3)=N2)C2=CC=CC=C2 5,10,15,20-tetraphenyl-21H,23H-porphine zinc